S1C=CC=2C=NC=CC21 Thieno[3,2-c]Pyridine